N-(5-(5-(3-(1H-1,2,3-triazol-4-yl)pyrrolidin-1-yl)-1,3,4-oxadiazole-2-yl)pyrimidin-2-yl)-6,7-dihydro-5H-cyclopenta[b]pyrazin-6-amine N1N=NC(=C1)C1CN(CC1)C1=NN=C(O1)C=1C=NC(=NC1)NC1CC=2C(=NC=CN2)C1